C(=O)(O)C(O)C(O)C(=O)O.NCCS Cysteamine tartrate